C(#N)C=1C=NN2C1C(=CC(=C2)C=2C=NN(C2)C)/C=C/C=2C(=C(C=CC2)NC(C=C)=O)F (E)-N-(3-(2-(3-cyano-6-(1-methyl-1H-pyrazol-4-yl)pyrazolo[1,5-a]pyridin-4-yl)vinyl)-2-fluorophenyl)acrylamide